S1C(=NC2=C1C=CC=C2)C(CC2=CC(=CC=C2)C(N)=N)NS(=O)(=O)C=2C=C(C=CC2)C2=NC=CC(=N2)C(=O)N [3-[[1-(1,3-benzothiazol-2-yl)-2-(3-carbamimidoylphenyl)ethyl]sulfamoyl]phenyl]pyrimidine-4-carboxamide